3-fluoro-5-formyl-4-hydroxy-N-(6-(pyrrolidin-1-yl)-5-(trifluoromethyl)pyridin-3-yl)benzamide lanthanum-titanium-strontium [Sr].[Ti].[La].FC=1C=C(C(=O)NC=2C=NC(=C(C2)C(F)(F)F)N2CCCC2)C=C(C1O)C=O